((8-(4-(trifluoromethoxy)phenyl)-5-vinylquinoxalin-6-yl)methyl)carbamic acid tert-butyl ester C(C)(C)(C)OC(NCC=1C(=C2N=CC=NC2=C(C1)C1=CC=C(C=C1)OC(F)(F)F)C=C)=O